2-(bromomethyl)naphthalene BrCC1=CC2=CC=CC=C2C=C1